FC(S(=O)(=O)OC=1CCCN(CC1)C(=O)OC(C)(C)C)(F)F tert-butyl 5-(((trifluoromethyl)sulfonyl)oxy)-2,3,4,7-tetrahydro-1H-azepine-1-carboxylate